1,3-dihydroxypropan-2-yltetradecanoic acid OCC(CO)C(C(=O)O)CCCCCCCCCCCC